1-(3-((4-((5-(furan-2-yl)-2-((tetrahydro-2H-pyran-4-yl)oxy)phenyl)amino)-7-methoxyquinazolin-6-yl)oxy)azetidin-1-yl)prop-2-en-1-one O1C(=CC=C1)C=1C=CC(=C(C1)NC1=NC=NC2=CC(=C(C=C12)OC1CN(C1)C(C=C)=O)OC)OC1CCOCC1